N[C@H](C(=O)O)CC1=CC=C(C=C1)C(N)=O (S)-2-amino-3-(4-carbamoylphenyl)propanoic acid